ClC=1CCCOC1C=O 5-chloro-3,4-dihydro-2H-pyran-6-carbaldehyde